[W]=O.[Mn].[Ce] cerium-manganese-tungsten oxide